C(CCC)[P](CC)(CCCC)CCCC Tributyl-ethyl-phosphorus